2,2'-[oxybis(methylene)]bis[2-(hydroxymethyl)-1,3-propanediol] O(CC(CO)(CO)CO)CC(CO)(CO)CO